2-(4-methyl-7-((2R)-2-methyl-1-(1-(quinoxalin-6-yl)ethyl)piperidin-4-yl)-5-oxo-4,5-dihydropyrazolo[1,5-a]pyrimidin-2-yl)acetonitrile CN1C=2N(C(=CC1=O)C1C[C@H](N(CC1)C(C)C=1C=C3N=CC=NC3=CC1)C)N=C(C2)CC#N